OC1=C(C=C(C=C1C(C)(C)C)C(C)(C)C)N1N=C2C(=N1)C=CC(=C2)Cl 2-(2'-hydroxy-3',5'-di-tert-butylphenyl)-5-chloro-2H-benzotriazole